FC(C(=O)OCCCCCCNC(=O)C1=C[C@H]([C@H]([C@@H](C1)OCCC(NCCCN)=O)OCCC(NCCCN)=O)OCCC(=O)NCCCN)(F)F 6-((3R,4S,5R)-3,4,5-tris(3-((3-aminopropyl)amino)-3-oxopropoxy)cyclohex-1-ene-1-carboxamido)hexyl 2,2,2-trifluoroacetate